P(=O)(O)(O)OC=1C(=C2C=CC=CC2=CC1C1=CC(=CC(=C1)OC)OC)C1=CC(=CC2=CC=CC=C12)C1=CC(=CC(=C1)OC)OC (R)-3,3'-bis(3,5-dimethoxyphenyl)-1,1'-binaphthol phosphate